C(C)(C)(C)OC(=O)NCCCOC1=CC=C(C=C1)[C@@H](C(=O)O)N1CC2=CC=CC=C2C1 (S)-2-(4-(3-((tert-butoxycarbonyl)amino)propoxy)phenyl)-2-(isoindolin-2-yl)acetic acid